C(C1=CC=CC=C1)(=O)N1CC(CCC1)C(=O)N1CCN(CC1)C1=CC=NC2=CC=CC=C12 (1-benzoylpiperidin-3-yl)(4-(quinolin-4-yl)piperazin-1-yl)methanone